C1=CC(OC)=C2C=3[C@@]45[C@@H](O2)C(CC[C@H]4[C@@H](CC13)N(C)CC5)=NNC(=O)N hydrocodone semicarbazone